(2R)-1,1-Difluoro-2-{5-[1-methyl-5-(trifluoromethyl)-1H-pyrazol-4-yl]-1,2,4-oxadiazol-3-yl}-6-azaspiro[2.5]octan-6-sulfonamid FC1([C@H](C12CCN(CC2)S(=O)(=O)N)C2=NOC(=N2)C=2C=NN(C2C(F)(F)F)C)F